2-(2-(6-((cis)-2,6-dimethylmorpholino)pyridin-2-yl)-1,6-naphthyridin-7-yl)-N-(3-((2-hydroxyethyl)sulfonyl)-4-methylphenyl)acetamide C[C@@H]1O[C@@H](CN(C1)C1=CC=CC(=N1)C1=NC2=CC(=NC=C2C=C1)CC(=O)NC1=CC(=C(C=C1)C)S(=O)(=O)CCO)C